N,N'-diphenyl-N,N'-Bis(3-methylphenyl)-[1,1'-biphenyl]-4,4'-diamine C1(=CC=CC=C1)N(C1=CC=C(C=C1)C1=CC=C(C=C1)N(C1=CC(=CC=C1)C)C1=CC=CC=C1)C1=CC(=CC=C1)C